2-[2-(aminomethyl)-3,3-difluoro-allyl]-4-[[5-(6-piperazin-1-yl-3-pyridinyl)-2-thienyl]methyl]-1,2,4-triazol-3-one NCC(CN1N=CN(C1=O)CC=1SC(=CC1)C=1C=NC(=CC1)N1CCNCC1)=C(F)F